COC(=O)C=1N=CSC1CC1(CC1)CO 5-{[1-(hydroxymethyl)cyclopropyl]Methyl}-1,3-thiazole-4-carboxylic acid methyl ester